phenyl-boronic acid C1(=CC=CC=C1)B(O)O